CN1CCN(CC1)C1=C(C=C(C=C1)NC1=NC=NC(=C1)N1OCC[C@@H]1C1=CC(=CC=C1)OC1=CC=CC=C1)NC(C=C)=O (R)-N-(2-(4-meth-yl-piperazin-1-yl)-5-((6-(3-(3-phenoxyphenyl)isoxazolidin-2-yl)pyrimidin-4-yl)amino)-phenyl)acrylamide